FC=1C=CC(=C(C(=O)N(C(C)C)CCO)C1)O 5-fluoro-2-hydroxy-N-(2-hydroxyethyl)-N-(propan-2-yl)benzamide